1-tert-butyl-2-ethyl (2R,3S)-3-hydroxypyrrolidine-1,2-dicarboxylate O[C@@H]1[C@@H](N(CC1)C(=O)OCCC(C)(C)C)C(=O)[O-]